C1(CC1)C1=C(C=CC=C1)NC(=O)C1=NN(C(=CC1=O)C)C1=CC=CC=C1 N-(2-cyclopropylphenyl)-6-methyl-4-oxo-1-phenyl-1,4-dihydropyridazine-3-carboxamide